N-(1-(4-((3-(aminomethyl)pyrrolidin-1-yl)methyl)cyclohexyl)-2-oxo-1,2-dihydropyrimidin-4-yl)piperazine-1-carboxamide NCC1CN(CC1)CC1CCC(CC1)N1C(N=C(C=C1)NC(=O)N1CCNCC1)=O